C12COCC2C1C#CC1=C(C=C2C(=NC=NC2=C1)NC1=C(C(=C(C=C1)Cl)Cl)F)N 7-(3-oxabicyclo[3.1.0]hexan-6-ylethynyl)-N4-(3,4-dichloro-2-fluorophenyl)quinazoline-4,6-diamine